1-(4-bromo-6-methylpyridin-2-yl)butan-2-one tert-butyl-(S)-(1-(4-carbamoyl-2,6-dimethylphenyl)-3-hydroxypropan-2-yl)carbamate C(C)(C)(C)N(C(O)=O)[C@@H](CC1=C(C=C(C=C1C)C(N)=O)C)CO.BrC1=CC(=NC(=C1)C)CC(CC)=O